(S)-3-(4-amino-4-oxo-1-(5-(4-(trifluoromethyl)phenyl)-1,2,3,4-tetrahydroisoquinoline-2-carboxamido)butyl)phenolate NC(CC[C@H](NC(=O)N1CC2=CC=CC(=C2CC1)C1=CC=C(C=C1)C(F)(F)F)C=1C=C(C=CC1)[O-])=O